O(C1=C(C=CC=C1)P(C1=CC=CC=C1)C1=CC=CC=C1)C1=C(C=CC=C1)P(C1=CC=CC=C1)C1=CC=CC=C1 (oxydi-2,1-phenylene)bis-(diphenylphosphine)